4-((methacryloyloxy)methyl)benzoic acid cycloheptyl ester C1(CCCCCC1)OC(C1=CC=C(C=C1)COC(C(=C)C)=O)=O